O[C@@H]([C@H](CO[C@H]1O[C@@H]([C@@H]([C@@H]([C@H]1O)O)O)CO)NC(CCCCCCCCCCCCCCCCCCCCCCC)=O)[C@@H](CCCCCCCCCCCCCC)O N-((2S,3S,4R)-3,4-Dihydroxy-1-(((2S,3R,4S,5R,6R)-3,4,5-trihydroxy-6-(hydroxymethyl)tetrahydro-2H-pyran-2-yl)oxy)octadecan-2-yl)tetracosanamide